heptadecan-9-yl 8-((1-hydroxy-2-methylpropan-2-yl)(8-oxo-8-((4-pentylnonyl)oxy) octyl)amino)octanoate OCC(C)(C)N(CCCCCCCC(=O)OC(CCCCCCCC)CCCCCCCC)CCCCCCCC(OCCCC(CCCCC)CCCCC)=O